(2R,3S,5S)-4-[[5-tert-butyl-3-(3,4-difluoro-2-methoxy-phenyl)tetrahydrofuran-2-carbonyl]amino]pyridine-2-carboxamide C(C)(C)(C)[C@@H]1C[C@H]([C@@H](O1)C(=O)NC1=CC(=NC=C1)C(=O)N)C1=C(C(=C(C=C1)F)F)OC